N-(1-(2-hydroxy-2-methylpropyl)piperidin-4-yl)-4-isopropyl-5-(8-methyl-[1,2,4]triazolo[1,5-a]pyridin-6-yl)-1H-pyrazole-3-carboxamide OC(CN1CCC(CC1)NC(=O)C1=NNC(=C1C(C)C)C=1C=C(C=2N(C1)N=CN2)C)(C)C